(2-methoxyphenoxy)propionic acid COC1=C(OC(C(=O)O)C)C=CC=C1